C(C)OC1=C(C=NC=C1)N(C1=CC=C(C=C1)C(F)(F)F)C1CC(NCC1)C 4-ethoxy-N-(2-methyl-4-piperidyl)-N-[4-(trifluoromethyl)phenyl]pyridin-3-amine